tetratridecyl-4,4'-n-butylidenebis(2-tert-butyl-5-methylphenol) diphosphite OP(O)OP(O)O.C(CCCCCCCCCCCC)C(C(C(C1=CC(=C(C=C1C)O)C(C)(C)C)(C1=CC(=C(C=C1C)O)C(C)(C)C)CCCCCCCCCCCCC)(CCCCCCCCCCCCC)CCCCCCCCCCCCC)C